OC=1C(=C(C=2C(C3=CC=4CCCCC4C=C3C(C2C1)=O)=O)O)O Trihydroxy-7,8,9,10-Tetrahydro-Naphthacene-5,12-Dione